3-(trifluoromethyl)-2-pyrazinecarboxylic acid ethyl ester C(C)OC(=O)C1=NC=CN=C1C(F)(F)F